methyl 3-(9-((4-(aminomethyl)-2,6-dimethylphenyl)carbamoyl)-4,5-dihydrobenzo[b]thieno[2,3-d]oxepin-8-yl)-6-((1-phenylethyl)carbamoyl)picolinate NCC1=CC(=C(C(=C1)C)NC(=O)C1=CC2=C(OCCC3=C2SC=C3)C=C1C=1C(=NC(=CC1)C(NC(C)C1=CC=CC=C1)=O)C(=O)OC)C